FC1=C(C(=CC=C1)F)C(\C=C\C1=CC=C(C=C1)O)=O (E)-1-(2,6-Difluorophenyl)-3-(4-hydroxyphenyl)prop-2-en-1-one